C(CCCCC)O Hexan-1-ol